C=C1CC(C1)C1(CC1)O 1-(3-methylenecyclobutyl)cyclopropan-1-ol